C(C1=CC=CC=C1)OC1=CC=C(C=C1)C1=CC(=CC=C1)[C@@H](C)NC1=NC(=NC2=CC(=C(C=C12)OC)OC)C N-{(1R)-1-[4'-(benzyloxy)-biphenyl-3-yl]-ethyl}-6,7-dimethoxy-2-methylquinazolin-4-amine